6-(3,5-dimethoxyphenyl)-2-(methylthio)pyrido[2,3-d]pyrimidine COC=1C=C(C=C(C1)OC)C1=CC2=C(N=C(N=C2)SC)N=C1